2-bromo-1-(3-thienyl)-1-(2-methoxymethoxy-5-methyl-phenyl)-ethene BrC=C(C1=C(C=CC(=C1)C)OCOC)C1=CSC=C1